N-(4-(hydroxymethyl)tetrahydro-2H-pyran-4-yl)-2-methyl-5-((1-methyl-1H-pyrazol-5-yl)methoxy)benzofuran-3-carboxamide OCC1(CCOCC1)NC(=O)C1=C(OC2=C1C=C(C=C2)OCC2=CC=NN2C)C